N-(4-fluoro-5-(((2r,5's)-5'-methyl-5-(4-methylpiperazin-1-yl)-3H-spiro[furo[2,3-c]pyridin-2,3'-pyrrolidin]-1'-yl)methyl)thiazol-2-yl)acetamide diphosphorus [P].[P].FC=1N=C(SC1CN1C[C@]2(C[C@@H]1C)CC=1C(=CN=C(C1)N1CCN(CC1)C)O2)NC(C)=O